COC=1C=C(C=CC1OC)C=1NC2=CC=C(C=C2C1CC)C(=O)N1[C@@H](CCC1)CO (S)-(2-(3,4-dimethoxyphenyl)-3-ethyl-1H-indol-5-yl)(2-(hydroxymethyl)pyrrolidin-1-yl)methanone